[1-(2-Cyclopropyl-6-fluorophenyl)-piperidin-4-yl]-{1-[1-methyl-3-(2-trifluoromethyl-benzylamino)-1H-pyrazol-4-yl]-ethyl}-amine C1(CC1)C1=C(C(=CC=C1)F)N1CCC(CC1)NC(C)C=1C(=NN(C1)C)NCC1=C(C=CC=C1)C(F)(F)F